FC(COC=1C=C(C(=NC1)C=1C=C2CCC(N(C2=CN1)CC(C(F)(F)F)(F)F)=O)S(=O)(=O)CC)(C)F 6-[5-(2,2-difluoropropoxy)-3-ethylsulfonyl-2-pyridyl]-1-(2,2,3,3,3-pentafluoropropyl)-3,4-dihydro-1,7-naphthyridin-2-one